CNC(=O)C1CNCCC1 N-methylpiperidine-3-carboxamid